sec-undecyl alcohol C(C)(CCCCCCCCC)O